oxohexahydropyrimidin O=C1NCCCN1